prenyl-geranylgeraniol C(C=C(C)C)C(C(C)=CCC\C(\C)=C\CO)C\C=C(/C)\CCC=C(C)C